(2S,3S)-1-benzyl 2-methyl 3-allyl-4-hydroxy-3-methylpyrrolidine-1,2-dicarboxylate C(C=C)[C@]1([C@H](N(CC1O)C(=O)OCC1=CC=CC=C1)C(=O)OC)C